C(C)(C)(C)OC(=O)NC1CCN(CC1)C1CC(C1)C(=O)OC methyl 3-(4-{[(tert-butoxy)carbonyl]amino}piperidin-1-yl)cyclobutane-1-carboxylate